C1=CC=CC=2C3=CC=CC=C3C(C12)COC(=O)N([C@H](C(=O)O)CC(C)C)CCC (2S)-2-[9H-fluoren-9-ylmethoxycarbonyl-(propyl)amino]-4-methyl-pentanoic acid